N[C@@H](C(=O)O)CC=1C=C(C=C(C1)CP(=O)(O)O)C1=CC=C(C=C1)C(C)(C)C |r| (+/-)-α-amino-3-(4'-tert.butyl-5-phosphonomethyl-[1,1'-biphenyl]-3-yl)propanoic acid